tert-butyl N-[[3-(bromomethyl)phenyl]methyl]carbamate BrCC=1C=C(C=CC1)CNC(OC(C)(C)C)=O